[Br-].C(C=C)(=O)OCCCCCCCCCCCCCCCC[N+]1=CC=CC=C1 acryloyloxyhexadecylpyridinium bromide